C(#N)C1=C2C(=NC=C1OC1=CC(=NC=C1)NC(O[C@H]1COCC1)=O)N=C(N2C)NC2=NN1C(C(OCC1)(C)C)=C2 (R)-Tetrahydrofuran-3-yl (4-((7-cyano-2-((4,4-dimethyl-6,7-dihydro-4H-pyrazolo[5,1-c][1,4]oxazin-2-yl)amino)-1-methyl-1H-imidazo[4,5-b]pyridin-6-yl)oxy)pyridin-2-yl)carbamate